methyl-acryloxypropyl-methoxysilane C[SiH](OC)CCCOC(C=C)=O